CN1C=CN2N=CC(=C21)C(=O)N2CC1(C2)CC(C1)NC(=O)NC1=C(C=CC(=C1)C(F)(F)F)OC1COC1 1-(2-(1-methyl-1H-imidazo[1,2-b]pyrazole-7-carbonyl)-2-azaspiro[3.3]heptan-6-yl)-3-(2-(oxetan-3-yloxy)-5-(trifluoromethyl)phenyl)urea